diallyl-bisfluorenyl-silane C(C=C)[Si](C1=CC=CC=2C3=CC=CC=C3CC12)(C1=CC=CC=2C3=CC=CC=C3CC12)CC=C